BrC1=CC=C(C=N1)C(CC(C(OCC)OCC)=O)=O 1-(6-bromopyridin-3-yl)-4,4-diethoxybutane-1,3-dione